carbamoyl-phenylboronic acid C(N)(=O)C1=C(C=CC=C1)B(O)O